C(#N)[C@H](CC1=CC=C(C=C1)C=1C=CC2=C(N(C(O2)=O)C)C1)NC(=O)[C@H]1OC[C@@](CN(C1)C(=O)OC(C)(C)C)(O)CC |o1:27| tert-butyl (2S,6R*)-2-{[(1S)-1-cyano-2-[4-(3-methyl-2-oxo-2,3-dihydro-1,3-benzoxazol-5-yl)phenyl]ethyl]carbamoyl}-6-ethyl-6-hydroxy-1,4-oxazepane-4-carboxylate